4-(1-((3,3-difluoro-1-methylcyclobutyl)methyl)-3-(3,3-difluorocyclobutyl)-4-(trifluoromethyl)-1H-pyrazole-5-carboxamido)-2-(S-methylsulfonimidoyl)pyridine 1-oxide FC1(CC(C1)(C)CN1N=C(C(=C1C(=O)NC1=CC(=[N+](C=C1)[O-])S(=O)(=N)C)C(F)(F)F)C1CC(C1)(F)F)F